3-(4-phenyl-piperazin-1-yl)-propyl-amine C1(=CC=CC=C1)N1CCN(CC1)CCCN